COC(C1=C(C=C(C(=O)OC)C(=C1)N(C)C)N(C)C)=O dimethyl-2,5-bis(dimethylamino)terephthalate